1,8-diazabicyclo[5.4.0]undecane N12CCCCCC2NCCC1